5-{[4-(1-methyl-1H-pyrazol-5-yl)phenyl]sulfonylamino}-1,3-thiazole-4-carboxylic acid CN1N=CC=C1C1=CC=C(C=C1)S(=O)(=O)NC1=C(N=CS1)C(=O)O